isobutyl methacrylate C(C(=C)C)(=O)OCC(C)C